BrC1=CC=C(C=C1)CC=1C(=NC=2N(C1N(C)C)N=CN2)C 6-[(4-bromophenyl)methyl]-N,N,5-trimethyl-[1,2,4]triazolo[1,5-a]pyrimidin-7-amine